C1(CC1)C=1N=CC=2C3=C(C=C(C2C1)S(=O)(=O)NCC(C)C)[C@@H](C[C@@H]3NC=3C=NC=C(C3)OC)NC=3C=NC=C(C3)OC |r| Cis-(7RS,9SR)-3-cyclopropyl-7,9-bis[(5-methoxypyridin-3-yl)amino]-N-(2-methylpropyl)-8,9-dihydro-7H-cyclopenta[h]isochinolin-5-sulfonamid